FC1(CN(CC12CNC2)C2=NC(=CC1=C2N=C(N=C1)NC1CCN(CC1)S(=O)(=O)CC)C)F 8-(8,8-difluoro-2,6-diazaspiro[3.4]octan-6-yl)-N-(1-(ethylsulfonyl)piperidin-4-yl)-6-methylpyrido[3,4-d]pyrimidin-2-amine